6-bromo-2-(tetrahydro-2H-pyran-4-yl)-1,2,3,4-tetrahydroisoquinoline BrC=1C=C2CCN(CC2=CC1)C1CCOCC1